dipentaerythritol hexa(3-mercapto-propionate) SCCC(=O)OCC(COC(CCS)=O)(COCC(COC(CCS)=O)(COC(CCS)=O)COC(CCS)=O)COC(CCS)=O